5-[(tert-Butyldimethylsilyl)oxy]Pyridin-2-amine [Si](C)(C)(C(C)(C)C)OC=1C=CC(=NC1)N